C(C)N(C(\C=C\C1=CC=C(C=C1)C)=O)CC1=COC=C1 (E)-N-ethyl-N-(furan-3-ylmethyl)-3-p-tolyl-acrylamide